N-[(3-amino-4-bromophenyl)methyl]-N-(2-methanesulfonylphenyl)acetamide NC=1C=C(C=CC1Br)CN(C(C)=O)C1=C(C=CC=C1)S(=O)(=O)C